β-bromoacrylonitrile BrC=CC#N